C(#N)C=1C(=C2C(=NC1N1CC3(CN(C3)C(=O)OC(C)(C)C)CC1)CC(OC2)(C)C)C2=C(C=CC=C2[N+](=O)[O-])F tert-butyl 6-(3-cyano-4-(2-fluoro-6-nitrophenyl)-7,7-dimethyl-7,8-dihydro-5H-pyrano[4,3-b]pyridin-2-yl)-2,6-diazaspiro[3.4]octane-2-carboxylate